ClC1=C(C=CC=C1)C=1N(C2=NC(=NC(=C2N1)N1CCC(CC1)(C(=O)N)C)OCCNS(=O)(=O)C)C1=CC=C(C=C1)Cl 1-[8-(2-chlorophenyl)-9-(4-chlorophenyl)-2-[2-(methanesulfonamido)ethoxy]purin-6-yl]-4-methyl-piperidine-4-carboxamide